4-[phenyl-(4-(4-pyridyl)phenyl)amino]benzaldehyde C1(=CC=CC=C1)N(C1=CC=C(C=O)C=C1)C1=CC=C(C=C1)C1=CC=NC=C1